(S)-2-methyl-N-((E)-4-((2-methylpentyl)oxy)benzylidene)propane-2-sulfinamide CC(C)(C)[S@](=O)/N=C/C1=CC=C(C=C1)OCC(CCC)C